Tert-butyl (cis)-2,6-dimethylpiperazine-1-carboxylate C[C@@H]1N([C@@H](CNC1)C)C(=O)OC(C)(C)C